FC(CCCCCCCCN(C/C=C/C1=CC=C(C=C1)C1OC2=CC=C(C=C2C(=C1C1=CC(=CC=C1)O)C)O)C)F 2-(4-{(E)-3-[(9,9-Difluorononyl)methylamino]propenyl}phenyl)-3-(3-hydroxyphenyl)-4-methyl-2H-chromen-6-ol